C(C)(C)(C)OC(=O)N1CCC(CC1)(C)CC1=C(C=NC=C1)Cl 4-(3-chloroisonicotinyl)-4-methylpiperidine-1-carboxylic acid tert-butyl ester